C(C)(=O)C1=CC=C(C=C1)C1=CC=CC=C1 4'-acetyl-biphenyl